2,2-dimethyl-ethanesulfonic acid sodium [Na].CC(CS(=O)(=O)O)C